4-((5-chloro-2-(N-methyl-methanesulfonamido)phenyl)-amino)-6-((2,6-dimethyl-pyrimidin-4-yl)amino)-N-ethoxynicotinamide ClC=1C=CC(=C(C1)NC1=CC(=NC=C1C(=O)NOCC)NC1=NC(=NC(=C1)C)C)N(S(=O)(=O)C)C